OC(C)([C@H]1CN(CC1)C1=NC(=NC=C1C(F)(F)F)NC1=C(C=C(C=C1)S(=O)(=O)C1CC2(C1)CCN(CC2)C(=O)OC(C)(C)C)C)C tert-butyl 2-[4-[[4-[(3R)-3-(1-hydroxyl-methyl-ethyl)pyrrolidin-1-yl]-5-(trifluoromethyl)pyrimidin-2-yl]amino]-3-methyl-phenyl]sulfonyl-7-azaspiro[3.5]nonane-7-carboxylate